S-(-)-1,1'-binaphthyl-2,2'-diol C1=CC=C2C(=C1)C=CC(=C2C3=C(C=CC4=CC=CC=C43)O)O